Ferrastatine N[Fe](CC(C)C)[C@@H](O)CC(O)=O